BrC1=CC2=C(CN(C[C@H](O2)CC)CC2=CC=C(C=C2)OC)N=C1F (2R)-8-Bromo-2-ethyl-7-fluoro-4-(4-methoxybenzyl)-2,3,4,5-tetrahydropyrido[2,3-f][1,4]oxazepine